ClC1=C(C=C(OCC(=O)NC23CC(C2)(C3)NC(COC3=CC(=CC=C3)OC(F)(F)F)=O)C=C1)F 2-(4-chloro-3-fluorophenoxy)-N-(3-{2-[3-(trifluoromethoxy)phenoxy]acetylamino}bicyclo[1.1.1]pentan-1-yl)acetamide